6-oxo-1-(pyridin-4-ylmethyl)-1,6-dihydropyridin O=C1C=CC=CN1CC1=CC=NC=C1